C(C)(C)(C)OC(N[C@@H]1C2=CC=CC=C2CC12CCN(CC2)C2=NC=C(C(=N2)C#N)Br)=O (S)-(1'-(5-bromo-4-cyanopyrimidin-2-yl)-1,3-dihydrospiro[indene-2,4'-piperidin]-1-yl)carbamic acid tert-butyl ester